9-bromo-4-(but-3-en-1-yl)-8-chloro-10-fluoro-2-(methylsulfonyl)-5,6-dihydro-4H-[1,4]oxazepino[5,6,7-de]quinazoline BrC=1C(=C2C=3C(=NC(=NC3C1F)S(=O)(=O)C)N(CCO2)CCC=C)Cl